C(C)C1=CC=C(C=C1)C/C=C/C=1C=C(CC2N(CC(N2)=O)C)C=CC1 (E)-2-(3-(3-(4-ethylphenyl)prop-1-en-1-yl)benzyl)-1-methylimidazolidin-4-one